naphthyl-1,4-phenylenediamine C1(=CC=CC2=CC=CC=C12)NC1=CC=C(C=C1)N